3,5,7-trihydroxy-2-(4-methoxyphenyl)-8-(3-methylbut-2-enyl)-4H-chromen-4-one OC1=C(OC2=C(C(=CC(=C2C1=O)O)O)CC=C(C)C)C1=CC=C(C=C1)OC